C(C)N1C(C(=C(C=C1O)C)NC=O)=O N-ethyl-3-formylamino-4-methyl-6-hydroxy-2-pyridone